FC(C=1C=C(C=C(C1)C(F)(F)F)[B-](C1=CC(=CC(=C1)C(F)(F)F)C(F)(F)F)(C1=CC(=CC(=C1)C(F)(F)F)C(F)(F)F)C1=CC(=CC(=C1)C(F)(F)F)C(F)(F)F)(F)F.[Ir+].C1=CC=CCCCC1.C1=CC=CCCCC1 bis(cyclooctadiene) iridium (I) tetrakis(3,5-bis(trifluoromethyl)phenyl)borate